C(C)(C)(C)OC(=O)N1C[C@H](CC1)C(=O)O (S)-1-(t-Butoxycarbonyl)pyrrolidine-3-carboxylic acid